(R)-3-Hydroxy-1-methyl-3-(5-(6-(2-((1-methyl-1H-pyrazol-3-yl)amino)pyrimidin-4-yl-6-d)pyridin-2-yl)isoxazol-3-yl)pyrrolidin-2-one O[C@@]1(C(N(CC1)C)=O)C1=NOC(=C1)C1=NC(=CC=C1)C1=NC(=NC(=C1)[2H])NC1=NN(C=C1)C